(3-bromo-1-(2,6-difluorophenyl-1,2-dihydro-6-methyl-2-oxopyridin-4-yloxy)methyl)-5-fluorobenzylcarbamate BrC=1C(N(C(=CC1OCOC(NCC1=CC=CC(=C1)F)=O)C)C1=C(C=CC=C1F)F)=O